Cl.CC1(CC=2C(=CN=C(C2)C=2N=C(SC2)NC2=NC=C(C=C2C(F)(F)F)NC)O1)C N2-[4-(2,2-dimethyl-3H-furo[2,3-c]pyridin-5-yl)thiazol-2-yl]-N5-methyl-3-(trifluoromethyl)pyridine-2,5-diamine hydrochloride